N,N,N',N'-Tetrakis(2-benzimidazolylmethyl)-2-hydroxy-1,3-diaminopropane N1=C(NC2=C1C=CC=C2)CN(CC(CN(CC=2NC1=C(N2)C=CC=C1)CC=1NC2=C(N1)C=CC=C2)O)CC=2NC1=C(N2)C=CC=C1